P(=O)(OC(CCCCCC)(CCCC)CCCC)([O-])[O-] dibutylheptyl phosphate